CCCCCCCC/C=C\\CCCCCCCC(=O)OC[C@H](COP(=O)([O-])OC[C@@H](C(=O)[O-])[NH3+])OC(=O)CCCCCCC/C=C\\C/C=C\\CCCCC The molecule is a phosphatidylserine 36:3 that is the conjugate base of 1-oleoyl-2-linoleoyl-sn-glycero-3-phospho-L-serine, in which the carboxy and phosphate groups are anionic and the amino group is cationic. It is a phosphatidylserine 36:3(1-) and a 1-acyl-2-linoleoyl-sn-glycero-3-phosphoserine(1-). It is a conjugate base of a 1-oleoyl-2-linoleoyl-sn-glycero-3-phospho-L-serine.